COC=1C=C(C=CC1OC)C1=NC=2N(C(=C1)C(F)(F)F)N=CC2 5-(3,4-Dimethoxyphenyl)-7-(trifluoromethyl)pyrazolo[1,5-a]pyrimidine